ClC=1C=C(C=C(C1)NS(=O)(=O)C)NC(=O)C1=CN(C(=C1)CO)C1=NC=CC=C1OCC=1C=NC=C(C1)F N-(3-chloro-5-(methylsulfonamido)phenyl)-1-(3-((5-fluoropyridin-3-yl)methoxy)pyridin-2-yl)-5-(hydroxymethyl)-1H-pyrrole-3-carboxamide